3-(4-(2,3-dimethylpyridine-4-yl)phenyl)propionic acid dihydrochloride Cl.Cl.CC1=NC=CC(=C1C)C1=CC=C(C=C1)CCC(=O)O